3-(3H-[1,2,3]triazolo[4,5-b]pyridin-5-yl)-N-(3-fluoro-4-(((4-methoxybenzyl)oxy)methyl)phenyl)benzamide N1=NNC2=NC(=CC=C21)C=2C=C(C(=O)NC1=CC(=C(C=C1)COCC1=CC=C(C=C1)OC)F)C=CC2